4-(3-cyclopropyl-1-((3-(difluoromethyl)cyclobutyl)methyl)-4-(trifluoromethyl)-pyrazole-5-carboxamido)picolinamide C1(CC1)C1=NN(C(=C1C(F)(F)F)C(=O)NC1=CC(=NC=C1)C(=O)N)CC1CC(C1)C(F)F